4-(tert-butyl)-3,6-dichloropyridazine C(C)(C)(C)C1=C(N=NC(=C1)Cl)Cl